5-(2-Ethyl-6-fluorophenyl)-3-(4-(4-methylpiperazin-1-yl)phenyl)-1H-pyrazolo[4,3-c]pyridazin-6(5H)-on C(C)C1=C(C(=CC=C1)F)N1N=C2C(=CC1=O)NN=C2C2=CC=C(C=C2)N2CCN(CC2)C